phosphorylcholine erucate C(CCCCCCCCCCC\C=C/CCCCCCCC)(=O)OCC[N+](C#P=O)(C)C